3-(2,2-difluoroethyl)-1-(pyrimidin-2-yl)-1H-pyrazole-4-carboxylic acid FC(CC1=NN(C=C1C(=O)O)C1=NC=CC=N1)F